C(#C)C1(CN(C1)C(=O)OC(C)(C)C)F tert-butyl 3-ethynyl-3-fluoroazetidine-1-carboxylate